5-amino-N-(4-((3-oxomorpholino)methyl)phenyl)naphthalene-1-sulfonamide 4-hydroxy-7-methoxyquinazolin-6-yl-acetate OC1=NC=NC2=CC(=C(C=C12)CC(=O)O)OC.NC1=C2C=CC=C(C2=CC=C1)S(=O)(=O)NC1=CC=C(C=C1)CN1C(COCC1)=O